4-(6-chloro-4-(6,6-difluoro-1,4-diazepan-1-yl)-8-fluoro-2-(((R)-1-methylpyrrolidin-2-yl)methoxy)quinazolin-7-yl)benzo[d]thiazol-2-amine ClC=1C=C2C(=NC(=NC2=C(C1C1=CC=CC2=C1N=C(S2)N)F)OC[C@@H]2N(CCC2)C)N2CCNCC(C2)(F)F